[N+](=O)([O-])C1=CC=C(C=C1)S(=O)(=O)N1C=C(C2=CC=CC=C12)C=O 1-(4-nitrophenylsulfonyl)-1H-indole-3-carbaldehyde